((naphthalen-1-yloxy)(perfluorophenoxy)phosphoryl)-L-alanine isobutyl ester C(C(C)C)OC([C@@H](NP(=O)(OC1=C(C(=C(C(=C1F)F)F)F)F)OC1=CC=CC2=CC=CC=C12)C)=O